Methyl (2S,4S)-4-{[(2-{(1R,3S)-1-acetoxy-3-[(tert-butoxycarbonyl)(methyl)amino]-4-methylpentyl}-5-methyl-1,3-thiazol-4-yl)carbonyl]amino}-2-methyl-5-phenylpentanoate C(C)(=O)O[C@H](C[C@@H](C(C)C)N(C)C(=O)OC(C)(C)C)C=1SC(=C(N1)C(=O)N[C@@H](C[C@@H](C(=O)OC)C)CC1=CC=CC=C1)C